C(C)(C)(C)OC(=O)N1C(CCCC1)CC1=NC(=CC=C1)COC1=C(C=C(C=C1)C)CO ((6-((2-(hydroxymethyl)-4-methylphenoxy)methyl)pyridin-2-yl)methyl)piperidine-1-carboxylic acid tert-butyl ester